(S)-N-(3-(3,3-difluorocyclobutyl)-4-(4-fluorophenyl)-1-methyl-1H-pyrazol-5-yl)-2,2-dimethylcyclopropane-1-carboxamide FC1(CC(C1)C1=NN(C(=C1C1=CC=C(C=C1)F)NC(=O)[C@@H]1C(C1)(C)C)C)F